(S)-3-(hydroxymethyl)piperidine-1-carboxylic acid tert-butyl ester C(C)(C)(C)OC(=O)N1C[C@H](CCC1)CO